[Cl-].IC1=CC=C(C=C1)[S+](C1=CC=C(C=C1)F)C1=CC=C(C=C1)F (4-iodophenyl)bis(4-fluorophenyl)sulfonium chloride